((3aS,4R,6aR)-6-(4-(bis(t-butoxycarbonyl)amino)-5-ethynyl-7H-pyrrolo[2,3-d]pyrimidin-7-yl)-2,2-dimethyltetrahydrothieno[3,4-d][1,3]dioxol-4-yl)isonicotinic acid methyl ester COC(C1=C(C=NC=C1)[C@H]1SC([C@@H]2OC(O[C@@H]21)(C)C)N2C=C(C1=C2N=CN=C1N(C(=O)OC(C)(C)C)C(=O)OC(C)(C)C)C#C)=O